COCC(COC)(C)S(=O)(=O)C1(CC1)CN1C(C2=C(CC1)C(=NN2C)C(=O)N)=O 6-((1-((1,3-dimethoxy-2-methylpropan-2-yl)sulfonyl)cyclopropyl)methyl)-1-methyl-7-oxo-4,5,6,7-tetrahydro-1H-pyrazolo[3,4-c]pyridine-3-carboxamide